4-(trifluoromethyl)benzoyl-hydrazine hexenoyl-lactate C(C=CCCC)(=O)OC(C(O)C)=O.FC(C1=CC=C(C(=O)NN)C=C1)(F)F